C1[C@@H]([C@H]([C@@H]([C@H]([C@@H]1[NH3+])O[C@@H]2[C@@H]([C@H]([C@@H]([C@H](O2)CO)O)[NH3+])O)O)O[C@@H]3[C@@H]([C@H]([C@@H]([C@H](O3)C[NH3+])O)O)[NH3+])[NH3+] The molecule is an organic cation that is the pentacation of kanamycin B, obtained by protonation of the primary amino groups. It is an ammonium ion derivative and an organic cation. It is a conjugate acid of a kanamycin B.